C1(=CC=CC=C1)OC(=O)N=C=O.C1(CC1)C1=NC=CC(=C1)C1=NOC(=C1)[C@H](C)NC(=O)C=1N(N=C(C1)C(F)(F)F)C N-[(1S)-1-[3-(2-cyclopropyl-4-pyridinyl)isoxazol-5-yl]ethyl]-2-methyl-5-(trifluoromethyl)pyrazole-3-carboxamide Phenyl-carbonisocyanatidate